benzyl (2S)-2-(cyanomethyl)-4-[6-[(3-methoxy-1-naphthyl)carbamoyl]-2-[(1-methyl-3-piperidyl)methylamino]pyrimidin-4-yl]piperazine-1-carboxylate C(#N)C[C@@H]1N(CCN(C1)C1=NC(=NC(=C1)C(NC1=CC(=CC2=CC=CC=C12)OC)=O)NCC1CN(CCC1)C)C(=O)OCC1=CC=CC=C1